2,5-dichloro-4-(1,1,2,3,3,3-hexafluoropropoxy)anilinemethacrylic acid methyl-cyclohexyl-methacrylate CC(=C(C(=O)O)C)C1CCCCC1.ClC1=C(NCC(C(=O)O)=C)C=C(C(=C1)OC(C(C(F)(F)F)F)(F)F)Cl